OC1=C(C(=CC(=C1CN(C(=O)C1CCCC1)C)CCCCC)O)C1=CC(=CC=C1)C N-((2,6-dihydroxy-3'-methyl-4-pentyl-[1,1'-biphenyl]-3-yl)methyl)-N-methylcyclopentanecarboxamide